(4R)-2-[1-(2-hydroxyethyl)-2-oxo-4-piperidyl]-4-methyl-N-[5-(2,2,2-trifluoroethyl)-3-pyridyl]-3,4-dihydro-1H-isoquinoline-7-carboxamide OCCN1C(CC(CC1)N1CC2=CC(=CC=C2[C@H](C1)C)C(=O)NC=1C=NC=C(C1)CC(F)(F)F)=O